C(=O)O.C(C1=CC=CC=C1)NC1=NC(=NN2C1=CC=C2C2NCCOC2)N2C(=CC=1C(=CC=CC21)C(=O)N)C 1-(4-(benzylamino)-7-(morpholin-3-yl)pyrrolo[2,1-f][1,2,4]triazin-2-yl)-2-methyl-1H-indole-4-carboxamide, formate salt